ClC1=NC=C2C=C(N=C(C2=C1)NCC1CC1)C1=C(C(=CC(=C1F)OC)OC)F 7-chloro-N-(cyclopropylmethyl)-3-(2,6-difluoro-3,5-dimethoxyphenyl)-2,6-naphthyridine-1-amine